4-(2,6-dichlorophenoxy)aniline ClC1=C(OC2=CC=C(N)C=C2)C(=CC=C1)Cl